((1S,2R)-2-fluorocyclopropyl)(3-(2-(1-methyl-1H-pyrazol-4-yl)-1H-pyrrolo[2,3-b]pyridin-4-yl)-3,8-diazabicyclo[3.2.1]oct-8-yl)methanone F[C@H]1[C@@H](C1)C(=O)N1C2CN(CC1CC2)C2=C1C(=NC=C2)NC(=C1)C=1C=NN(C1)C